C(C1=CC=CC=C1)N1C[C@@H]([C@H](C1)NC(C1=CC(=CC=C1)C1=NOC(=N1)C)=O)C(=O)NC=1SC(=C(N1)C)C(=O)OCC ethyl 2-[[(3S,4R)-1-benzyl-4-[[3-(5-methyl-1,2,4-oxadiazol-3-yl)benzoyl]amino]pyrrolidine-3-carbonyl]amino]-4-methyl-thiazole-5-carboxylate